6-[(1-acetylazetidin-3-yl)amino]-2-(3-azabicyclo[2.2.1]heptan-3-yl)-N-[(2R)-2-hydroxy-2-[(3S)-7-hydroxy-1,2,3,4-tetrahydroisoquinolin-3-yl]ethyl]pyrimidine-4-carboxamide C(C)(=O)N1CC(C1)NC1=CC(=NC(=N1)N1CC2CCC1C2)C(=O)NC[C@H]([C@H]2NCC1=CC(=CC=C1C2)O)O